C(C1=CC=CC=C1)OC[C@H]1N(S(OC1)(=O)=O)C(=O)OC(C)(C)C tert-butyl (4R)-4-(benzyloxymethyl)-2,2-dioxo-oxathiazolidine-3-carboxylate